ethyl 5-[4-({[(tert-butoxy) carbonyl] amino} methyl) phenyl]-1,3-thiazole-4-carboxylate C(C)(C)(C)OC(=O)NCC1=CC=C(C=C1)C1=C(N=CS1)C(=O)OCC